(6,6-difluoro-5,7,7-trimethyl-1-(tetrahydro-2H-pyran-2-yl)-1,5,6,7-tetrahydrocyclopenta[f]indazol-4-yl)boronic acid FC1(C(C2=C(C(=C3C=NN(C3=C2)C2OCCCC2)B(O)O)C1C)(C)C)F